2-(5-aminopent-1-yn-1-yl)-5-(3-aminopropanamido)benzoic acid NCCCC#CC1=C(C(=O)O)C=C(C=C1)NC(CCN)=O